C(#N)C1=CC=C(C(=C)C)C=C1 4-cyano-α-methylstyrene